(3-((dimethylamino)methyl)pyrrolidin-1-yl)(1-(2-(p-tolyl)-2H-pyrazolo[3,4-d]pyridazin-7-yl)piperidin-4-yl)methanone CN(C)CC1CN(CC1)C(=O)C1CCN(CC1)C1=NN=CC=2C1=NN(C2)C2=CC=C(C=C2)C